N-(6-amino-5-ethyl-3-pyridyl)-2-oxo-2-[(2R,5S)-5-methyl-2-[3-methyl-2-(1-methyl-4-piperidyl)indazol-6-yl]-1-piperidyl]acetamide NC1=C(C=C(C=N1)NC(C(N1[C@H](CC[C@@H](C1)C)C=1C=CC2=C(N(N=C2C1)C1CCN(CC1)C)C)=O)=O)CC